C(C)(C)(C)C(C(=O)O)(O)C(O)C(=O)O.COC(=O)C1=CC=C(C=C1)[C@H]1CN(CCN1)C(=O)O (S)-3-(4-(methoxycarbonyl)phenyl)piperazine-1-carboxylic acid tert-butyl-tartrate